7-fluoro-1-[4-[methyl-[4-(4-methylpiperazin-1-yl)phenyl]sulfonyl-amino]phenyl]-2,3,4,9-tetrahydro-1H-pyrido[3,4-b]indole-3-carboxylic acid FC1=CC=C2C3=C(NC2=C1)C(NC(C3)C(=O)O)C3=CC=C(C=C3)N(S(=O)(=O)C3=CC=C(C=C3)N3CCN(CC3)C)C